C(C)(=O)C1=C2C(=NC(=C1)C#N)C(CN2)(C)C 7-acetyl-3,3-dimethyl-1H,2H-pyrrolo[3,2-b]pyridine-5-carbonitrile